3-(6-but-3-enyl-7-oxo-1H-pyrrolo[2,3-c]pyridin-4-yl)-5-(morpholine-4-carbonyl)benzonitrile C(CC=C)N1C(C2=C(C(=C1)C=1C=C(C#N)C=C(C1)C(=O)N1CCOCC1)C=CN2)=O